N-(2-Chloro-6-fluorophenyl)-5-fluoro-4-(3-((S*)-1-hydroxyethyl)-4-methyl-1H-pyrazol-1-yl)-2-(((S)-1,1,1-trifluoropropan-2-yl)oxy)benzamide ClC1=C(C(=CC=C1)F)NC(C1=C(C=C(C(=C1)F)N1N=C(C(=C1)C)[C@H](C)O)O[C@H](C(F)(F)F)C)=O |o1:23|